(hydroxymethyl)-1-{[6-({[3-methyl-5-(1H-pyrrol-2-yl)phenyl]amino}methyl)pyridin-2-yl]methyl}piperidine-3,4,5-triol OCC1N(CC(C(C1O)O)O)CC1=NC(=CC=C1)CNC1=CC(=CC(=C1)C=1NC=CC1)C